tert-butyl (2s,3r)-3-amino-2-[(3-chlorophenyl) methyl]-4,4-difluoropyrrolidine-1-carboxylate N[C@@H]1[C@@H](N(CC1(F)F)C(=O)OC(C)(C)C)CC1=CC(=CC=C1)Cl